C(C)(C)(C)OC(=O)N(CCCC(=O)OC)C\C=C\B1OC(C(O1)(C)C)(C)C Methyl 4-[tert-butoxycarbonyl-[(E)-3-(4,4,5,5-tetramethyl-1,3,2-dioxaborolan-2-yl)allyl]amino]-butanoate